C(C)(CC)C1C(NC2=C(CN1C(C(C)(C)O)=O)C=CC=C2)=O 3-(sec-butyl)-4-(2-hydroxy-2-methylpropanoyl)-1,3,4,5-tetrahydro-2H-benzo[1,4]diazepin-2-one